C(C)C1=C(C(=CC=C1F)C1=CC(=NC=C1)OC)NC(=O)N=[S@@](=O)(N)C=1C=NN2C1OCCC2 (S)-N'-((2-ethyl-3-fluoro-6-(2-methoxypyridin-4-yl)phenyl)carbamoyl)-6,7-dihydro-5H-pyrazolo[5,1-b][1,3]oxazine-3-sulfonimidamide